C[C@@H]1CN(C[C@H]2N1CC1=CC(=CC=C21)C2CNCCC2)C2=CC(N(C1=NC=CC=C21)C)=O 4-[(4R,10bS)-4-methyl-8-(3-piperidinyl)-3,4,6,10b-tetrahydro-1H-pyrazino[2,1-a]isoindol-2-yl]-1-methyl-1,8-naphthyridin-2-one